C[C@@H]1NC2=CC=C3C(=C2CC1)N=C(N3CC(NCC3=CC=NC=C3)=O)CCN3N=CC=C3 (7S)-7-Methyl-2-[2-(1H-pyrazol-1-yl)ethyl]-3-({[(pyridin-4-yl)methyl]carbamoyl}methyl)-3H,6H,7H,8H,9H-imidazo[4,5-f]chinolin